BrC=1C(=C(C=CC1)C(C(=O)OC)CCCC(C=O)(C)C)F methyl 2-(3-bromo-2-fluorophenyl)-6,6-dimethyl-7-oxoheptanoate